COC(NC1CCC2=C(N(C(=C21)Cl)C)C(NC2=CC(=C(C=C2)F)Cl)=O)=O methyl(3-chloro-1-((3-chloro-4-fluorophenyl)carbamoyl)-2-methyl-2,4,5,6-tetrahydrocyclopenta[c]pyrrol-4-yl)carbamate